crotyl phenyl sulfide C1(=CC=CC=C1)SCC=CC